N-(2-cyanoethyl)-N,N-diisobutyl-amine C(#N)CCN(CC(C)C)CC(C)C